[4-Cyclopropyl-3-(trifluoromethyl)phenyl]-2-[4-([1,2,4]triazolo[1,5-a]pyridin-7-yl)phenyl]acetamide C1(CC1)C1=C(C=C(C=C1)C(C(=O)N)C1=CC=C(C=C1)C1=CC=2N(C=C1)N=CN2)C(F)(F)F